4-[4-Bromo-6-(3,5-dichloro-benzyl)-3-hydroxy-pyridin-2-yl]-4-oxo-butyric acid ethyl ester C(C)OC(CCC(=O)C1=NC(=CC(=C1O)Br)CC1=CC(=CC(=C1)Cl)Cl)=O